ClC=1C(=CC2=C(N(C(N=C2N2C(CN(CC2)C(=O)OC(C)(C)C)C=C)=C=O)C=2C(=NC=CC2C)C(C)C)N1)F tert-butyl 4-(7-chloro-6-fluoro-1-(2-isopropyl-4-methylpyridin-3-yl)-2-carbonyl-1,2-dihydropyrido[2,3-d]pyrimidin-4-yl)-3-vinylpiperazine-1-carboxylate